FC1(CC(C1)C1=NC(=NO1)C1(CCN(CC1)C(=O)OC(C)(C)C)C(F)(F)F)F tert-butyl 4-(5-(3,3-difluorocyclobutyl)-1,2,4-oxadiazol-3-yl)-4-(trifluoromethyl)piperidine-1-carboxylate